(1R,2S)-2-[(5R)-8-fluoro-5H-imidazo[4,3-a]isoindol-5-yl]cyclohexan-1-ol FC1=CC=C2[C@H](N3C(C2=C1)=CN=C3)[C@H]3[C@@H](CCCC3)O